CC1=C(OC(C(=O)OC(C)(C)C)(C)C)C(=CC(=C1)\C=C\C(=O)C=1NC2=CC(=CC=C2C1)SC)C tert-butyl (E)-2-(2,6-dimethyl-4-(3-(6-(methylthio)-1H-indol-2-yl)-3-oxoprop-1-en-1-yl)phenoxy)-2-methylpropanoate